2-oxo-5-(4-((5-oxo-morpholin-3-yl)methoxy)phenyl)-6-(trifluoromethyl)-1,2-dihydropyridine-3-carboxamide O=C1NC(=C(C=C1C(=O)N)C1=CC=C(C=C1)OCC1NC(COC1)=O)C(F)(F)F